O[C@@H]1C[C@@H]2CC[C@H]3[C@@H]4C[C@H]5[C@H]([C@H](C)[C@]6(O5)CCC(C)CO6)[C@]4(CC[C@@H]3[C@]2(CC1)C)C 3β-hydroxy-5α-spirostane